6-chloro-N-(trans-4-(5-(4-chlorobenzyl)-1,3,4-oxadiazol-2-yl)cyclohexyl)quinoline-2-carboxamide ClC=1C=C2C=CC(=NC2=CC1)C(=O)N[C@@H]1CC[C@H](CC1)C=1OC(=NN1)CC1=CC=C(C=C1)Cl